BrC=1C(=C(C(=CC1)NC[C@H]1OCC1)N)F (S)-4-bromo-3-fluoro-N1-(oxetan-2-ylmethyl)benzene-1,2-diamine